FC=1C(=C(C=CC1)C1C2=C(NC(=C1C(=O)OC)C)COC2=O)C(C)C methyl 4-(3-fluoro-2-isopropylphenyl)-2-methyl-5-oxo-1,4,5,7-tetrahydrofuro[3,4-b]pyridine-3-carboxylate